ClC=1N=C(SC1C(=O)NC[C@H](C(N[C@H]1C2=C(CN3N(C1=O)CCC3)C=CC=C2)=O)C)C2CC2 4-Chloro-2-cyclopropyl-N-((R)-2-methyl-3-oxo-3-(((S)-11-oxo-2,3,10,11-tetrahydro-1H,5H-benzo[d]pyrazolo[1,2-a][1,2]diazepin-10-yl)amino)propyl)thiazol-5-carboxamid